ClC=1C=C(C=CC1F)C=1C=C2C=CN(C2=C(C1)C(=O)NCC1=CC=C(C(=O)O)C=C1)CC1=CC=C(C=C1)C(F)(F)F 4-((5-(3-Chloro-4-fluorophenyl)-1-(4-(trifluoromethyl)benzyl)-1H-indol-7-amido)methyl)benzoic acid